CC1(C2(CC2)CCC2(C1)OCCO2)CN2C=NC1=C2C=C(C=C1)C#N ((4-methyl-7,10-dioxadispiro[2.2.46.23]dodecan-4-yl)methyl)-1H-benzo[d]imidazole-6-carbonitrile